CC(C1=CC=CC=C1)(C)C=1C(=C(C=CC1)NC1=CC=CC=C1)C(C1=CC=CC=C1)(C)C bis(α,α'-dimethylbenzyl)diphenylamine